tert-butyl ((4-methyl-1-(3-(1-phenylethyl)-1-(tetrahydro-2H-pyran-2-yl)-1H-pyrazolo[3,4-b]pyrazin-6-yl)piperidin-4-yl)methyl)carbamate CC1(CCN(CC1)C1=CN=C2C(=N1)N(N=C2C(C)C2=CC=CC=C2)C2OCCCC2)CNC(OC(C)(C)C)=O